C(C)CC(=O)NN1C(CCC1)=O (S)-alpha-ethyl-2-oxo-1-acetamidopyrrolidine